aluminum nitrosophenylhydroxylamine salt N(=O)N(O)C1=CC=CC=C1.[Al]